C(CCCCCCCCCCC)NS(=O)=O N-(dodecyl)sulfonamide